(R)-(E)-7-(2-(6-Chloro-[1,3]dioxolo[4,5-b]pyridin-7-yl)vinyl)-2-(1-cyclopropyl-2-hydroxy-2-methylpropyl)isoindolin-1-one ClC=1C(=C2C(=NC1)OCO2)/C=C/C=2C=CC=C1CN(C(C21)=O)[C@@H](C(C)(C)O)C2CC2